(5S)-3-Bromo-5-methyl-5-[1-[[4-(trifluoromethyl)phenyl]methyl]-4-piperidyl]-4H-isoxazole BrC1=NO[C@@](C1)(C1CCN(CC1)CC1=CC=C(C=C1)C(F)(F)F)C